(R)-N-(8-methylisoquinolin-1-yl)-N-(piperidin-3-yl)-4-(1H-pyrrol-1-yl)piperidine-1-carboxamide CC=1C=CC=C2C=CN=C(C12)N(C(=O)N1CCC(CC1)N1C=CC=C1)[C@H]1CNCCC1